2-ethylbutylamine C(C)C(CN)CC